methyl 4-(acetoxyimino)-5-[9-ethyl-6-(2-methylbenzoyl)-9H-carbazol-3-yl]-5-oxopentanoate C(C)(=O)ON=C(CCC(=O)OC)C(=O)C=1C=CC=2N(C3=CC=C(C=C3C2C1)C(C1=C(C=CC=C1)C)=O)CC